C1(CC1)C(=O)NC1=NN2C(C=C(C=C2)C=2C(=NOC2C)OC[C@@H]2COC(CN2C(=O)OC(C)(C)C)(C)C)=C1 Tert-butyl (S)-5-(((4-(2-(cyclopropanecarboxamido)pyrazolo[1,5-a]pyridin-5-yl)-5-methylisoxazol-3-yl)oxy)methyl)-2,2-dimethylmorpholine-4-carboxylate